CC1=C(C=CC(=C1)C(=O)N1CCN(CC1)C(C1=NC=C(C=C1)C(F)(F)F)=O)NS(=O)(=O)C=1C=CC=C2C=CC=NC12 N-(2-Methyl-4-(4-(5-(trifluoromethyl)picolinoyl)piperazine-1-carbonyl)phenyl)quinoline-8-sulfonamide